6-(3-Fluoro-5-isobutoxyphenyl)-N-(1H-pyrazol-5-ylsulfonyl)-2-(2,3,3-trimethylpyrrolidin-1-yl)pyridin-3-carboxamid FC=1C=C(C=C(C1)OCC(C)C)C1=CC=C(C(=N1)N1C(C(CC1)(C)C)C)C(=O)NS(=O)(=O)C1=CC=NN1